tert-butyl 3-(4-(((2-(2,6-dioxopiperidin-3-yl)-1-oxoisoindolin-4-yl)oxy)methyl)-1H-pyrazol-1-yl)propanoate O=C1NC(CCC1N1C(C2=CC=CC(=C2C1)OCC=1C=NN(C1)CCC(=O)OC(C)(C)C)=O)=O